1-(8-Amino-7-fluoro-6-(8-methyl-2,3-dihydro-1H-pyrido[2,3-b][1,4]oxazin-7-yl)isoquinolin-3-yl)-3-(3,3-difluorocyclobutyl)urea NC=1C(=C(C=C2C=C(N=CC12)NC(=O)NC1CC(C1)(F)F)C1=C(C2=C(OCCN2)N=C1)C)F